FC(C(C(F)(F)F)F)(F)OC 1,1,2,3,3,3-Hexafluoropropylmethylether